N[C@H](CO)CC1=COC2=C1C=CC=C2 (S)-2-amino-3-(benzofuran-3-yl)propan-1-ol